N1C[C@H](CCC1)NC1=NC=C(C(=N1)C=1N=NNC1)C(F)(F)F N-[(3S)-piperidin-3-yl]-4-(1H-1,2,3-triazol-4-yl)-5-(trifluoromethyl)pyrimidin-2-amine